(5-(3-(2-aminobenzo[d]thiazol-7-yl)phenyl)furan-2-yl)phosphonic acid NC=1SC2=C(N1)C=CC=C2C=2C=C(C=CC2)C2=CC=C(O2)P(O)(O)=O